CC(=O)C1=CC=CC2=CC=CC=C12 METHYLNAPHTHYLKETON